ClC1=C2CN(CC2=CC=C1)CC=1OC=C(C(C1)=O)OCC1=CC=C(C=C1)S(=O)(=O)C 2-((4-chloroisoindolin-2-yl)methyl)-5-((4-(methylsulfonyl)benzyl)oxy)-4H-pyran-4-one